FC(C(C(C(C(C(C(O)(O)F)(F)F)(F)F)(F)F)(F)F)(F)F)(CC)F Tridecafluorononandiol